C(C1CO1)N(C1CCC(CC1)N(CC1CO1)CC1CO1)CC1CO1 N,N,N',N'-tetraglycidyl-1,4-Diaminocyclohexane